amyl-p-methylstyrene C(CCCC)C=CC1=CC=C(C=C1)C